Cyclobutylidene[2-(5-methyl-2-furyl)-4-phenyl-5-methyl-1-indenyl][2,5-dimethyl-4-phenyl-1-indenyl]zirconium dichloride [Cl-].[Cl-].C1(CCC1)=[Zr+2](C1C(=CC2=C(C(=CC=C12)C)C1=CC=CC=C1)C)C1C(=CC2=C(C(=CC=C12)C)C1=CC=CC=C1)C=1OC(=CC1)C